C[C@@H](CC=CCCCCCCCCC)CCC=CCCCCCCCCCC (R)-13-methyl-10,16-heptacosadiene